bis(p-tolyl)methylene(3,5-dimethylcyclopentadienyl)(2,7-di-t-butylfluorenyl)zirconium dichloride [Cl-].[Cl-].C1(=CC=C(C=C1)C(=[Zr+2](C1=C(C=CC=2C3=CC=C(C=C3CC12)C(C)(C)C)C(C)(C)C)C1C=C(C=C1C)C)C1=CC=C(C=C1)C)C